CC1=C(O)C=CC=C1O methyl-resorcin